FC=1C=C(C=CC1N1CCN(CC1)C1COC1)N1C(OC(C1)CNC1=NOC=C1)=O 3-(3-fluoro-4-(4-(oxetan-3-yl)piperazin-1-yl)phenyl)-5-((isoxazol-3-ylamino)methyl)oxazolidin-2-one